ClC1=CC2=C(N(C(N=C2N2[C@H](CN(CC2)C(C=C)=O)C)=O)C=2C(=NC=CC2CO)C(C)C)N=C1C1=C(C=CC=C1)F (P)-6-chloro-7-(2-fluorophenyl)-1-(4-(hydroxymethyl)-2-(2-propanyl)-3-pyridinyl)-4-((2S)-2-methyl-4-(2-propenoyl)-1-piperazinyl)pyrido[2,3-d]pyrimidin-2(1H)-one